(E)-1-((S)-Pyrrolidin-3-yl)-3-(4-(trifluoromethyl)phenyl)prop-2-en-1-ol hydrochloride Cl.N1C[C@H](CC1)C(\C=C\C1=CC=C(C=C1)C(F)(F)F)O